3-(4-((1,2,4,5-tetrazin-3-yl)thio)phenyl)-2-aminopropionic acid N1=NC(=NN=C1)SC1=CC=C(C=C1)CC(C(=O)O)N